7-(4-(ethylsulfonyl)phenyl)-1-phenyl-2,3-dihydro-1H-benzo[d]pyrrolo[1,2-a]imidazole C(C)S(=O)(=O)C1=CC=C(C=C1)C1=CC2=C(N=C3N2C(CC3)C3=CC=CC=C3)C=C1